CC(C1=CC=CC=C1)(C2=CC=C(C=C2)O)C3=CC=C(C=C3)O 4,4-(1-phenylethylidene)bisphenol